ON=C(N)C1=NC=C(N=C1)NC1=NN(C=N1)C1=CC=C(C=C1)C(F)(F)F N'-Hydroxy-5-((1-(4-(trifluoromethyl)phenyl)-1H-1,2,4-triazol-3-yl)amino)pyrazine-2-carboximidamide